C(C1=CC=CC=C1)(=O)[O-].[Gd+3].C(C1=CC=CC=C1)(=O)[O-].C(C1=CC=CC=C1)(=O)[O-] gadolinium benzate